C(C)(C)C1=C(C=C(C=C1)C)N1/C(/SCC1=O)=N/C(=O)NC1=C(C=C(C=C1)C1=NN(C=N1)C1=NC=C(C=C1)OC(F)(F)F)C(F)(F)F (Z)-1-(3-(2-isopropyl-5-methylphenyl)-4-oxothiazolidin-2-ylidene)-3-(4-(1-(5-(trifluoromethoxy)pyridin-2-yl)-1H-1,2,4-triazol-3-yl)-2-(trifluoromethyl)phenyl)urea